N-(tert-butoxycarbonyl)piperazine CC(C)(C)OC(=O)N1CCNCC1